O=S1(C[C@H](CC1)NCC(CC1=C(C(NC=N1)=O)O)C1=CC=C(C=C1)C#CC1=CC=C(C=C1)CN1CCOCC1)=O 6-(3-(((S)-1,1-dioxidotetrahydrothiophen-3-yl)amino)-2-(4-((4-(morpholinomethyl)phenyl)ethynyl)phenyl)propyl)-5-hydroxypyrimidin-4(3H)-one